N-[3-[5-chloro-2-(difluoromethoxy)phenyl]-1-[2-[4-(morpholin-4-yl)piperidin-1-yl]-2-oxoethyl]-1H-pyrazol-4-yl]pyrazolo[1,5-a]pyrimidine-3-carboxamide ClC=1C=CC(=C(C1)C1=NN(C=C1NC(=O)C=1C=NN2C1N=CC=C2)CC(=O)N2CCC(CC2)N2CCOCC2)OC(F)F